The molecule is a member of the class of hydroxyindoles that is 1H-indole substituted by a hydroxy group at position 3. It is a member of hydroxyindoles and a heteroaryl hydroxy compound. C1=CC=C2C(=C1)C(=CN2)O